FC=1C=C(C=CC1)[C@H]([C@@H]1N([C@@H](CC1)CC1=CC=C(C=C1)OC)C(=O)OC(C)(C)C)O tert-Butyl (2R,5S)-2-((R)-(3-fluorophenyl)(hydroxy)methyl)-5-(4-methoxy-benzyl)pyrrolidine-1-carboxylate